N-[3-(dimethylamino)propyl]perfluorobutyl-sulfonamide CN(CCCNS(=O)(=O)C(C(C(C(F)(F)F)(F)F)(F)F)(F)F)C